COC1=NN(C=C1C(=O)NC1=NC(=CC=C1)C=1N2C(=NN1)CC[C@@H]2C)C2=NC(=CC=C2)OC (S)-3-methoxy-1-(6-methoxypyridin-2-yl)-N-(6-(5-methyl-6,7-dihydro-5H-pyrrolo[2,1-c][1,2,4]triazol-3-yl)pyridin-2-yl)-1H-pyrazole-4-carboxamide